R-leucine N[C@H](CC(C)C)C(=O)O